4-(tert-butyl)benzimidamide C(C)(C)(C)C1=CC=C(C(N)=N)C=C1